methyl-d3 L-argininate dihydrochloride Cl.Cl.N[C@@H](CCCNC(N)=N)C(=O)OC([2H])([2H])[2H]